6-(5-Methoxyfurfurylamino)-9-β-D-arabinofuranosylpurin COC1=CC=C(CNC2=C3N=CN(C3=NC=N2)[C@H]2[C@@H](O)[C@H](O)[C@H](O2)CO)O1